5,15-Bis(3,5-di-t-butylphenyl)-10,20-dibromoporphine C(C)(C)(C)C=1C=C(C=C(C1)C(C)(C)C)C=1C2=CC=C(N2)C(=C2C=CC(C(=C3C=CC(=C(C=4C=CC1N4)Br)N3)C3=CC(=CC(=C3)C(C)(C)C)C(C)(C)C)=N2)Br